BrC=1C(=CC(=C(\C=N\NC(C2=CC=C(C=C2)Cl)=O)C1)O)F (E)-N'-(5-bromo-4-fluoro-2-hydroxybenzylidene)-4-chlorobenzoyl-hydrazine